N1C(=NC2=C1C=CC=C2)C2=CC=C(N(CCCl)CCCl)C=C2 4-(1H-benzo[d]imidazole-2-yl)-N,N-bis(2-chloroethyl)aniline